P(=O)([O-])([O-])[O-].[Ag+].[Ag+].[Ag+] silver phosphate